ClC1=CC=C(C=C1)CN1C(N2C(C3=C1C=C(C=N3)N3CCOCC3)=NC([C@H]2C(C)C)=O)=O |o1:26| (R or S)-6-[(4-Chlorophenyl)methyl]-8-(morpholin-4-yl)-3-(propan-2-yl)imidazo[1,2-c]pyrido[2,3-e]pyrimidine-2,5(3H,6H)-dione